C(C)N(CCN(CCOC(OC(CCCC(=O)OCCCCCCC)CCCC(=O)OCCCCCCC)=O)CCOC(OC(CCCC(=O)OCCCCCC)CCCC(=O)OCCCCCC)=O)CC 1-Heptyl 21-hexyl 11-(2-(diethylamino)ethyl)-5-(4-(heptyloxy)-4-oxobutyl)-17-(4-(hexyloxy)-4-oxobutyl)-7,15-dioxo-6,8,14,16-tetraoxa-11-azahenicosanedioate